CC(C)(OC(NCCOCCNC(CCC=1C=CC2=C(OC3(C=NS2(=O)=O)CCOCC3)N1)=O)=O)C 7'-(2,2-dimethyl-4,12-dioxo-3,8-dioxa-5,11-diazatetradecan-14-yl)-1',1'-dioxido-2,3,5,6-tetrahydrospiro[pyran-4,4'-pyrido[2,3-b][1,4,5]oxathiazepin]